6-Nitro-3-(oxetan-3-ylmethyl)-1H-benzimidazol-2-one [N+](=O)([O-])C=1C=CC2=C(NC(N2CC2COC2)=O)C1